NC=1C=2N(C=CN1)C(=NC2C2=CC=C(CNC(C1=C(C=CC(=C1)F)OC)=O)C=C2)N2CCOCC2 N-(4-(8-amino-3-morpholinoimidazo[1,5-a]pyrazin-1-yl)benzyl)-5-fluoro-2-methoxybenzamide